(2S,6R)-8-fluoro-9-(trifluoromethyl)-3,4,5,6-tetrahydro-2H-2,6-methanobenzo[b][1,5]oxazocine FC1=CC2=C(O[C@H]3CCN[C@@H]2C3)C=C1C(F)(F)F